C1(CC1)COC1=CC=C(N=N1)NC([C@H](C)N1CC(CCC1)C=1SC=C(N1)C)=O (2S)-N-(6-(cyclopropylmethoxy)pyridazin-3-yl)-2-(3-(4-methylthiazol-2-yl)piperidin-1-yl)propanamide